FC(C(N)C1=CC=C(C=C1)C(F)(F)F)(F)F 2,2,2-trifluoro-1-(4-(trifluoromethyl)phenyl)ethan-1-amine